N1(C=NC=C1)CCCCCN 5-(imidazol-1-yl)pentan-1-amine